1,2-difluoroethyl 1,2,2,2-tetrafluoroethyl ether FC(C(F)(F)F)OC(CF)F